4-Cyano-N-(4-(4-methylpiperazin-1-yl)-2-(4-methylpiperidin-1-yl)phenyl)-1H-pyrrole-2-carboxamide C(#N)C=1C=C(NC1)C(=O)NC1=C(C=C(C=C1)N1CCN(CC1)C)N1CCC(CC1)C